N-(2-((1s,3s,5s)-3-cyano-2-azabicyclo[3.1.0]hex-2-yl)-2-oxoethyl)-6-methylquinoline-4-carboxamide C(#N)[C@H]1N([C@H]2C[C@H]2C1)C(CNC(=O)C1=CC=NC2=CC=C(C=C12)C)=O